[AlH4-] Tetrahydro aluminate